C(=C)C1=CC=C(CN2CN(C=C2)C)C=C1 1-(4-vinylbenzyl)-3-methylimidazole